BrC(C(=O)NC1=C(C(=CC=C1)Br)O)(C)C 2-bromo-N-(3-bromo-2-hydroxyphenyl)-2-methylpropanamide